(2,2-Difluorocyclopropyl)methanamine hydrochloride Cl.FC1(C(C1)CN)F